ethyl 2-methoxy-4-((S)-1-((R)-pyrrolidine-2-carboxamido)ethyl)benzoate COC1=C(C(=O)OCC)C=CC(=C1)[C@H](C)NC(=O)[C@@H]1NCCC1